8-((4-chloroindolin-1-yl)methyl)-N,N-dimethyl-2-morpholino-4-oxo-4H-chromen-6-carboxamide ClC1=C2CCN(C2=CC=C1)CC=1C=C(C=C2C(C=C(OC12)N1CCOCC1)=O)C(=O)N(C)C